Cl.FC(C(C)(N)C)(F)F 1,1,1-Trifluoro-2-methyl-propan-2-amine hydrochloride